IC1=C(C=CC=C1)C=1C(=NC=CC1)C1=NC(=CC=C1)C1=NC=CC=C1 (2-iodophenyl)-2,2':6',2''-terpyridine